5-cyclopropyl-2-(4,4-difluoropiperidin-1-yl)-6-methyl-N-(2-sulfamoylpyridin-4-yl)nicotinamide C1(CC1)C=1C(=NC(=C(C(=O)NC2=CC(=NC=C2)S(N)(=O)=O)C1)N1CCC(CC1)(F)F)C